CC(=O)C1C(CCCC1)(C)C 2,2-dimethylcyclohexyl methyl ketone